6-(1-chloroethyl)-2,3-dihydrobenzofuran ClC(C)C1=CC2=C(CCO2)C=C1